methyl 1-(4-cyanobenzyl)-1H-indole-5-carboxylate C(#N)C1=CC=C(CN2C=CC3=CC(=CC=C23)C(=O)OC)C=C1